methyl 2-((3-(benzyloxy)-7-bromo-1-fluoronaphthalen-2-yl)(N-(tert-butoxy carbonyl)sulfamoyl)amino)acetate C(C1=CC=CC=C1)OC=1C(=C(C2=CC(=CC=C2C1)Br)F)N(CC(=O)OC)S(NC(=O)OC(C)(C)C)(=O)=O